C(CCCCCCCCC(C)C)OC(=O)C1C(CCCC1)C(=O)OCCCCCCCCCC(C)C.FC1=CC=C(C=C1)C1=NC2=CC=C(C=C2C=C1)C(C)N1N=NC=2C1=NC(=CN2)C=2C=NN(C2)C (4-fluorophenyl)-6-(1-(6-(1-methyl-1H-pyrazol-4-yl)-1H-[1,2,3]triazolo[4,5-b]pyrazin-1-yl)ethyl)quinoline diisododecyl-cyclohexane-1,2-dicarboxylate